ClC1=C(C=CC(=C1)Cl)CNC(C1=CC=C(C=C1)[N+](=O)[O-])=O N-[(2,4-dichlorophenyl)methyl]-4-nitrobenzamide